C(CCCCCCC)NC1=NC(=NC(=N1)N(CCCCCCCC)CCCCCCCC)NCCC[Si](OCC)(OCC)OCC 2-octylamino-4-dioctylamino-6-(3-triethoxysilylpropyl)amino-1,3,5-triazine